(2R)-N-((S)-(3-chloro-4-fluorophenyl)(trans-3-(difluoromethoxy)cyclobutyl)methyl)-2-methyl-3-oxopiperazine-1-carboxamide ClC=1C=C(C=CC1F)[C@@H](NC(=O)N1[C@@H](C(NCC1)=O)C)[C@@H]1C[C@H](C1)OC(F)F